(R)-Fmoc-2-amino-3-(3-tert-butoxycarbonylpropylsulfonyl)-propionic acid C(=O)(OCC1C2=CC=CC=C2C2=CC=CC=C12)[C@](C(=O)O)(CS(=O)(=O)CCCC(=O)OC(C)(C)C)N